C(C)C(C(C)C)CC 3-ethyl-2-methylpentane